2-(3-(4-Amino-2-(2-methyloxazol-5-yl)imidazo[2,1-f][1,2,4]triazin-7-yl)-4-methylphenyl)-1,1-difluoropropan-2-ol trifluoroacetate salt FC(C(=O)O)(F)F.NC1=NC(=NN2C1=NC=C2C=2C=C(C=CC2C)C(C(F)F)(C)O)C2=CN=C(O2)C